O[C@@H]1CNCC[C@H]1C(=O)N1CCN(CC1)C(=O)C1=C(C=C(C=C1)NC=1C=2N(C=CN1)C(=CN2)C=2C(=NNC2)C(F)(F)F)C [4-[(3S,4R)-3-hydroxypiperidine-4-carbonyl]piperazin-1-yl]-[2-methyl-4-[[3-[3-(trifluoromethyl)-1H-pyrazol-4-yl]imidazo[1,2-a]pyrazin-8-yl]amino]phenyl]methanone